(3S)-3-({N-[(4-methoxy-1H-indol-2-yl) carbonyl]-L-leucyl}amino)-2-oxo-4-[(3S)-2-oxopyrrolidin-3-yl]butyl 1,4-dimethyl-1H-pyrazole-5-carboxylate CN1N=CC(=C1C(=O)OCC([C@H](C[C@H]1C(NCC1)=O)NC([C@@H](NC(=O)C=1NC2=CC=CC(=C2C1)OC)CC(C)C)=O)=O)C